FC=1C(=CC2=C(N(N=N2)C)C1)OC1=C(C=C(N)C=C1)C 4-((6-fluoro-1-methyl-1H-benzo[d][1,2,3]triazol-5-yl)-oxy)-3-methylaniline